[Si](C)(C)(C(C)(C)C)OC1CCC(CC12CCCC2)C2=NN(C=C2CN(CCN(C(OC(C)(C)C)=O)C)C)C2OCCCC2 tert-butyl N-(2-{[(3-{10-[(tert-butyldimethylsilyl) oxy] spiro[4.5]dec-7-yl}-1-(oxacyclohex-2-yl)-1H-pyrazol-4-yl) methyl] (methyl) amino} ethyl)-N-methylcarbamate